CC1OB(OC1)C1=NC(=NC=C1)C(=O)OC methyl 4-(methyl-1,3,2-dioxaborolan-2-yl)pyrimidine-2-carboxylate